C(C(C)C)OC(C)OCC Acetaldehyde Ethyl Isobutyl Acetal